(E)-2-(((2-butylimidazo[1,2-a]pyridin-7-yl)oxy)methyl)-3-fluoroprop-2-en-1-amine 4-methylbenzenesulfonate CC1=CC=C(C=C1)S(=O)(=O)O.C(CCC)C=1N=C2N(C=CC(=C2)OC\C(\CN)=C\F)C1